ClC1=CC2=C(C=N1)C(=NN2)C(F)(F)F 6-chloro-3-(trifluoromethyl)-1H-pyrazolo[4,3-c]pyridine